rac-(1R,3S,4S)-1-amino-3-(aminomethyl)-4-(2-boronoethyl)cyclopentane-1-carboxylic acid N[C@]1(C[C@@H]([C@H](C1)CCB(O)O)CN)C(=O)O |r|